O=C1NC(=CC=C1C(=O)N1[C@@H]2[C@H](CC1)CN(C2)C#N)C2=CC=CC=C2 (3aR,6aR)-1-(2-oxo-6-phenyl-1,2-dihydropyridine-3-carbonyl)hexahydropyrrolo[3,4-b]pyrrole-5(1H)-carbonitrile